OC1=C(C=C(C=C1)/C=C/C(=O)O)OCC trans-3-(4-hydroxy-3-ethoxyphenyl)acrylic acid